C(CCCCCCCCCCCCCCCCCCCCCCCCCCCCCCCCCCCC)(=O)OC([C@@H](N)CO)=O seryl heptatriacontanoate